1-(azetidin-3-yl)-N-(3-chloro-1H-indol-7-yl)pyrazole-4-sulfonamide N1CC(C1)N1N=CC(=C1)S(=O)(=O)NC=1C=CC=C2C(=CNC12)Cl